1,4-Bis(dimethyl-silyl)benzol C[SiH](C1=CC=C(C=C1)[SiH](C)C)C